7-bromo-1'-((5-(4-hydroxyphenyl)-1,3,4-oxadiazol-2-yl)methyl)spiro[chromane-2,4'-piperidin]-4-ol BrC1=CC=C2C(CC3(CCN(CC3)CC=3OC(=NN3)C3=CC=C(C=C3)O)OC2=C1)O